3-(1-(3-(5-((1-(5-(2-(2,6-dioxopiperidin-3-yl)-1-oxo-1,2-dihydrophthalazine-6-yl)pentyl)piperidin-4-yl)methoxy)pyrimidin-2-yl)benzyl)-6-oxo-1,6-dihydropyridazin-3-yl)benzonitrile O=C1NC(CCC1N1C(C2=CC=C(C=C2C=N1)CCCCCN1CCC(CC1)COC=1C=NC(=NC1)C=1C=C(CN2N=C(C=CC2=O)C=2C=C(C#N)C=CC2)C=CC1)=O)=O